(S)-4-(2-methyl-4-(oxetan-3-yl)piperazin-1-yl)aniline C[C@@H]1N(CCN(C1)C1COC1)C1=CC=C(N)C=C1